P(=O)(OCF)(OCC)[O-] monofluoromethyl ethyl phosphate